CC1=CCC(CC1)C(CCO)C 3-(4-methylcyclohex-3-enyl)butanol